C1=CC=CC=2C3=CC=CC=C3C(C12)OC(N(C(C=1N=NC(=CC1)C=1C(=NN(C1)C)C)C)C1[C@@H]2CNC[C@H]12)=O (9H-Fluoren-9-yl)methyl((1R,5S,6s)-3-azabicyclo[3.1.0]hexan-6-yl)-((6-(1,3-dimethyl-1H-pyrazol-4-yl)pyridazin-3-yl)methyl)carbamate